C(CC)(=O)OC1=CC(=C(C(=C1)C(C)(C)C)O)C(C)(C)C (4-hydroxy-3,5-di-tert-butylphenyl) propanoate